C1(=CC=CC=C1)C1=NC=CC=C1.[Ir] iridium (2-phenylpyridine)